β,ε-caroten-4-one CC1(C)CCC(C(C)=C1\C=C\C(\C)=C\C=C\C(\C)=C\C=C\C=C(/C)\C=C\C=C(/C)\C=C\C1C(C)=CCCC1(C)C)=O